8-iodo-6-(trifluoromethyl)-7-(3-(trifluoromethyl)isothiazol-5-yl)quinazoline-2,4(1H,3H)-dione IC=1C(=C(C=C2C(NC(NC12)=O)=O)C(F)(F)F)C1=CC(=NS1)C(F)(F)F